C(CCC(=O)O[2H])(=O)O succinic acid-d